CC(C(C)(C)C)[O-] 1,2,2-tri-methylpropanolate